trans-N-((1r,4r)-4-((4-(3-cyclopropylphenyl)-5-fluoropyrimidin-2-yl)amino)cyclohexyl)acetamide C1(CC1)C=1C=C(C=CC1)C1=NC(=NC=C1F)N[C@@H]1CC[C@H](CC1)NC(C)=O